The molecule is an organic cation that is the conjugate acid of 3-[4-(3-chlorophenyl)piperazin-1-yl]-1,1-diphenylpropan-2-ol, arising from selective protonation of one of the piperazine nitrogens. It is an ammonium ion derivative and an organic cation. It is a conjugate acid of a 3-[4-(3-chlorophenyl)piperazin-1-yl]-1,1-diphenylpropan-2-ol. C1CN(CC[NH+]1CC(C(C2=CC=CC=C2)C3=CC=CC=C3)O)C4=CC(=CC=C4)Cl